4-AMINO-5-FLUORO-2-METHYLQUINOLIN NC1=CC(=NC2=CC=CC(=C12)F)C